ClC1=C(C=C(C=C1)C1=CC(=CC=C1)C)C(=O)OC methyl 4-chloro-3'-methylbiphenyl-3-carboxylate